ethyl (E)-3-(5-bromo-2-hydroxyphenyl)acrylate BrC=1C=CC(=C(C1)/C=C/C(=O)OCC)O